tert-Butyl 5-[(3R)-1-ethoxy-1-oxopentan-3-yl]-4-oxo-1,3-dihydrophthalazine-2-carboxylate C(C)OC(C[C@@H](CC)C1=C2C(NN(CC2=CC=C1)C(=O)OC(C)(C)C)=O)=O